N-(4-((2-(1,1-difluoroethyl)-6-methylpyridin-4-yl)(methyl)amino)-5-ethoxypyridin-2-yl)acetamide FC(C)(F)C1=NC(=CC(=C1)N(C1=CC(=NC=C1OCC)NC(C)=O)C)C